CC([C@H](N(C(=O)N1N=CN=C1)C)C1CCNC=2N1N=C(C2C(=O)N)C2=CC=C(C=C2)OC2=CC=CC=C2)C 7-((S)-2-methyl-1-(N-methyl-1H-1,2,4-triazole-1-carboxamido)propyl)-2-(4-phenoxyphenyl)-4,5,6,7-tetrahydropyrazolo[1,5-a]pyrimidine-3-carboxamide